bis(1,2,2,6,6-pentamethylpiperidin-4-yl)-n-butyl-3,5-di-tert-butyl-4-hydroxybenzylmalonate CN1C(CC(CC1(C)C)C(C1=CC(=C(C(=C1)C(C)(C)C)O)C(C)(C)C)(C(C(=O)[O-])(C(=O)[O-])CCCC)C1CC(N(C(C1)(C)C)C)(C)C)(C)C